4-(3-(2-Aminopyrimidin-4-yl)-1-allyl-1H-pyrrolo[2,3-b]pyridin-5-yl)-2-methylbut-3-yn-2-ol NC1=NC=CC(=N1)C1=CN(C2=NC=C(C=C21)C#CC(C)(O)C)CC=C